N[C@@H](CC(=O)[O-])C(=O)[O-].[NH4+].[NH4+] Ammonium aspartat